ClC1=C(C=C(C=C1)C1CCN(CC1)C1=C2C(=NN(C2=CC=C1)C1C(NC(CC1)=O)=O)C)OC 3-(4-(4-(4-chloro-3-methoxyphenyl)piperidin-1-yl)-3-methyl-1H-indazol-1-yl)piperidine-2,6-dione